C(C(C)C)C1=C(N)C=CC=C1 2-isobutyl-aniline